6-fluoro-4-carbonyl-1,4-dihydroquinoline-2-carboxylic acid (2-bromoethyl) ester BrCCOC(=O)C=1NC2=CC=C(C=C2C(C1)=C=O)F